6-ethoxy-5,6-dioxohexanoic acid C(C)OC(C(CCCC(=O)O)=O)=O